7-[[5-(trifluoromethyl)-2-pyridinyl]methyl]-2-azaspiro[3.5]nonane FC(C=1C=CC(=NC1)CC1CCC2(CNC2)CC1)(F)F